S(=O)(=O)(O)C(CCSSCCC(S(=O)(=O)O)S(=O)(=O)O)S(=O)(=O)O bis-sulfopropyldisulfide